3-chloro-7-(chloromethyl)pyrazolo[1,5-a]quinoxalin-4(5H)-one ClC=1C=NN2C1C(NC1=CC(=CC=C21)CCl)=O